N-[(2,2-dimethyl-1,3-dioxolan-4-yl)methyl]-4-methyl-benzenesulfonamide CC1(OCC(O1)CNS(=O)(=O)C1=CC=C(C=C1)C)C